C(C)S(=O)(=O)N1[C@H]2CC(C[C@@H]1CCC2)N(C2=NC(=CC(=N2)NC2=NNC(=C2)C)C2COCC2)C N2-((1R,3s,5S)-9-(ethylsulfonyl)-9-azabicyclo[3.3.1]nonan-3-yl)-N2-methyl-N4-(5-methyl-1H-pyrazol-3-yl)-6-(tetrahydrofuran-3-yl)pyrimidine-2,4-diamine